FC1=CC=C(C=2C3=C(NC12)C[C@H](NC3)C)C (R)-6-fluoro-3,9-dimethyl-1,3,4,5-tetrahydropyrido[4,3-b]indol